tert-butyl 8-oxa-4-azabicyclo[5.1.0]octane-4-carboxylate C12CCN(CCC2O1)C(=O)OC(C)(C)C